1-((2R,4S)-4-(4-amino-3-((2-cyclopropyl-4,6-difluorobenzo[d]thiazol-5-yl)ethynyl)-1H-pyrazolo[3,4-d]pyrimidin-1-yl)-2-(methoxymethyl)pyrrolidin-1-yl)prop-2-en-1-one NC1=C2C(=NC=N1)N(N=C2C#CC=2C(=CC1=C(N=C(S1)C1CC1)C2F)F)[C@H]2C[C@@H](N(C2)C(C=C)=O)COC